Cl.Cl.Cl.FC=1C=C(C=C2C(=CC=NC12)C(C)(C)O)C1=NC(=NC=C1F)NC1=NC=C(C=C1)C1CCN(CC1)C 2-(8-Fluoro-6-(5-fluoro-2-((5-(1-methylpiperidin-4-yl)pyridin-2-yl)amino)pyrimidin-4-yl)quinolin-4-yl)propan-2-ol trihydrochloride